O[C@@H]([C@H](CO[C@H]1O[C@@H]([C@@H]([C@@H]([C@H]1O)O)O)CO)NC(CCCCCCCCCCCCCCCCCCC)=O)[C@@H](CCCCCCCCCCCCCC)O N-((2S,3S,4R)-3,4-Dihydroxy-1-(((2S,3R,4S,5R,6R)-3,4,5-trihydroxy-6-(hydroxymethyl)tetrahydro-2H-pyran-2-yl)oxy)octadecan-2-yl)icosanamide